ClC=1C(=CC2=C(CCO2)C1)O 5-chloro-2,3-dihydro-1-benzofuran-6-ol